CCCOO[Ti] 3-propyldioxytitanium